1-((7-methoxy-4-(1-methyl-3-phenyl-1H-pyrazol-4-yl)quinazolin-6-yl)carbamoyl)-3-azabicyclo[3.1.0]hexane-3-carboxylic acid tert-butyl ester C(C)(C)(C)OC(=O)N1CC2(CC2C1)C(NC=1C=C2C(=NC=NC2=CC1OC)C=1C(=NN(C1)C)C1=CC=CC=C1)=O